C(CCCCCCC\C=C/CCCCCCCC)(=O)O.OCC(O)CO.OCC(O)CO.OCC(O)CO.OCC(O)CO Tetraglycerin monooleate